(R)-N-(5-(5-ethyl-1,2,4-oxadiazol-3-yl)-2,3-dihydro-1H-inden-1-yl)-1-methyl-1H-imidazole-2-carboxamide C(C)C1=NC(=NO1)C=1C=C2CC[C@H](C2=CC1)NC(=O)C=1N(C=CN1)C